CC1CCNCC1 (2R,4R)-4-methylpiperidine